1-[(2R,4S)-4-[4-amino-3-[2-(6-chloro-1-cyclopropyl-1,3-benzodiazol-5-yl)ethynyl]pyrazolo[3,4-d]pyrimidin-1-yl]-2-(methoxymethyl)pyrrolidin-1-yl]prop-2-en-1-one NC1=C2C(=NC=N1)N(N=C2C#CC2=CC1=C(N(C=N1)C1CC1)C=C2Cl)[C@H]2C[C@@H](N(C2)C(C=C)=O)COC